1-(5-(3,4-dichlorophenyl)-3,6-dihydropyridin-1(2H)-yl)pent-2-yn-1-one ClC=1C=C(C=CC1Cl)C1=CCCN(C1)C(C#CCC)=O